6-Bromoisoquinolin-1(2H)-one BrC=1C=C2C=CNC(C2=CC1)=O